benzisothiazole 1,1-dioxide S1(N=CC2=C1C=CC=C2)(=O)=O